caprylyl-hydroxyvaleric acid C(CCCCCCC)(=O)C(C(=O)O)(CCC)O